(2R)-1-(benzyloxy)-3-[4-(oxan-4-yl)phenyl]-1-oxopropan-2-yl (2S)-2-[[(tert-butoxy)carbonyl](methyl)amino]-4-fluoro-4-methylpentanoate C(C)(C)(C)OC(=O)N([C@H](C(=O)O[C@@H](C(=O)OCC1=CC=CC=C1)CC1=CC=C(C=C1)C1CCOCC1)CC(C)(C)F)C